phenyl-tert-butyl-piperazine-1-carboxylic acid tert-butyl ester C(C)(C)(C)OC(=O)N1C(CNCC1)(C(C)(C)C)C1=CC=CC=C1